tert-butyl 2-(3-ethoxy-3-oxo-propyl)-6-azaspiro[2.5]octane-6-carboxylate C(C)OC(CCC1CC12CCN(CC2)C(=O)OC(C)(C)C)=O